COC1=C(C(=CC=C1)OC)S(=O)(=O)NC1=NOC2=C1C(=CC(=C2)C([2H])([2H])N2N=CC=C2)OC 2,6-dimethoxy-N-{4-methoxy-6-[(1H-pyrazol-1-yl)(2H2)methyl]-1,2-benzoxazol-3-yl}benzene-1-sulfonamide